NC1=NC=2C=CC(=CC2C2=C1[C@H](OC2)C)C(=O)N2[C@H](COC[C@H]2C)C=2N=NC(=CC2)OC(F)F ((3R)-4-amino-3-methyl-1,3-dihydrofuro[3,4-c]quinolin-8-yl)((3S,5R)-3-(6-(difluoromethoxy)-3-pyridazinyl)-5-methyl-4-morpholinyl)methanone